CN(C)[Si]1(O[SiH](O[SiH](O[SiH](O1)C)C)C)C (dimethylamino)-2,4,6,8-tetramethylcyclotetrasiloxane